(S)-1-(4-(((3,8-dicyano-4-(neopentylamino)quinolin-6-yl)amino)(isoquinolin-5-yl)methyl)-1H-1,2,3-triazol-1-yl)cyclobutane-1-carboxamide C(#N)C=1C=NC2=C(C=C(C=C2C1NCC(C)(C)C)N[C@H](C=1N=NN(C1)C1(CCC1)C(=O)N)C1=C2C=CN=CC2=CC=C1)C#N